N-(1-((tert-butyldiphenylsilyl)oxy)-3-cyclopropylpropan-2-ylidene)-2-methylpropane-2-sulfinamide [Si](C1=CC=CC=C1)(C1=CC=CC=C1)(C(C)(C)C)OCC(CC1CC1)=NS(=O)C(C)(C)C